dioctadecyl-dimethylammonium bromide [Br-].C(CCCCCCCCCCCCCCCCC)[N+](C)(C)CCCCCCCCCCCCCCCCCC